2-[1-[(2S,3R)-3-(3,5-dimethoxy-4-methyl-phenyl)-3-hydroxy-2-indan-2-yloxy-propyl]-4-methoxycarbonyl-pyrrol-3-yl]acetic acid COC=1C=C(C=C(C1C)OC)[C@H]([C@H](CN1C=C(C(=C1)C(=O)OC)CC(=O)O)OC1CC2=CC=CC=C2C1)O